NC1=CC2=C(N3C(S2)=NC(=C3)C3=C(C(=O)NC)C=CC=C3)C=C1 (7-aminobenzo[d]imidazo[2,1-b]thiazol-2-yl)-N-methylbenzamide